di-n-octadecyl 3,5-di-tert-butyl-4-hydroxy-benzylphosphonate C(C)(C)(C)C=1C=C(CP(OCCCCCCCCCCCCCCCCCC)(OCCCCCCCCCCCCCCCCCC)=O)C=C(C1O)C(C)(C)C